N-(4-(4-((2-(2,4-dihydroxy-5-isopropylbenzoyl)isoindolin-5-yl)methyl)piperazin-1-yl)-4-oxobutyl)propanamide OC1=C(C(=O)N2CC3=CC=C(C=C3C2)CN2CCN(CC2)C(CCCNC(CC)=O)=O)C=C(C(=C1)O)C(C)C